C(C1=CC=CC=C1)OC1=C(C(=CC=C1)F)C=1C(=CC2=C(N(C(NC2=O)=O)C=2C(=NC=CC2C)C(C)C)N1)F 7-(2-(Benzyloxy)-6-fluorophenyl)-6-fluoro-1-(M)-(2-isopropyl-4-methylpyridin-3-yl)pyrido[2,3-d]pyrimidine-2,4(1H,3H)-dione